[N+](=O)([O-])[O-].[NH4+].[N+](=O)([O-])[O-].[Al+] aluminum nitrate ammonium nitrate